Diisopropylmaleinat C(C)(C)/C(=C(/C(=O)[O-])\C(C)C)/C(=O)[O-]